IC1=NC(=CC=C1O)I 2,6-diiodopyridin-3-ol